5-Bromo-6-(2,2-difluoroethoxy)-2-fluoro-N,N-bis[(4-methoxyphenyl)methyl]pyridin-3-amine BrC=1C=C(C(=NC1OCC(F)F)F)N(CC1=CC=C(C=C1)OC)CC1=CC=C(C=C1)OC